C(C)(C)C=1C=C(C=CC1)C1(CC1)C=1NC(C=2CNCCCC2N1)=O 2-(1-(3-isopropylphenyl)cyclopropyl)-3,5,6,7,8,9-hexahydro-4H-pyrimido[5,4-c]azepin-4-one